ClC1=C(C=C(C(=C1)Cl)N1N=C(N(C1=O)C(F)F)C)NC(C)=O N-(2,4-dichloro-5-(4-difluoromethyl-3-methyl-5-Oxo-4,5-dihydro-1H-1,2,4-triazol-1-yl)phenyl)acetamide